ClC=1C(=C(C(=CC1)F)C=1C(N(N=C(C1O)C)C)=O)\C=C\C1=CC(=NC=C1)Cl 4-[3-chloro-2-[(E)-2-(2-chloro-4-pyridinyl)vinyl]-6-fluoro-phenyl]-5-hydroxy-2,6-dimethyl-pyridazin-3-one